C[C@@H]1OCC2([C@@H]1N)CCN(CC2)C2=NC1=C(C=3N2C=CN3)C(=NN1)C1=CC=C3CCC2(CCC2)OC3=C1 (3S,4S)-3-methyl-8-(9-(spiro[chromane-2,1'-cyclobutane]-7-yl)-7H-imidazo[1,2-c]pyrazolo[4,3-e]pyrimidin-5-yl)-2-oxa-8-azaspiro[4.5]decan-4-amine